1-Amino-2-chloro-6-(cyanomethyl)pyridin-1-ium N[N+]1=C(C=CC=C1CC#N)Cl